4-Chloro-N-(2-methoxyethyl)-2-(2-methylbenzamido)benzamide ClC1=CC(=C(C(=O)NCCOC)C=C1)NC(C1=C(C=CC=C1)C)=O